C1(=C(C(=CC(=C1)C)C)S(=O)(=O)ONC(OCCCC)=O)C butyl ((mesitylsulfonyl)oxy)carbamate